6-chloro-4-methoxy-3-(1-(tetrahydro-2H-pyran-2-yl)-1H-pyrazol-4-yl)-1H-indole ClC1=CC(=C2C(=CNC2=C1)C=1C=NN(C1)C1OCCCC1)OC